BrC=1C(=C2C=3C(=NC=NC3C1)N[C@H](CO2)CC#N)Cl (S)-2-(9-bromo-8-chloro-5,6-dihydro-4H-[1,4]oxazepino[5,6,7-de]quinazolin-5-yl)acetonitrile